C1(=CC(=CC=C1)CS)CS 1,3-benzeneDimethanethiol